3-(1-oxo-5-(4-oxopiperidin-1-yl)isoindol-2-yl)piperidine-2,6-dione O=C1N(CC2=CC(=CC=C12)N1CCC(CC1)=O)C1C(NC(CC1)=O)=O